Bis-(4-methylbenzoyl) peroxid CC1=CC=C(C(=O)OOC(C2=CC=C(C=C2)C)=O)C=C1